N-propyl-N-[2-(2,4,6-trichlorophenoxy)ethyl]Imidazole-1-carboxamide C(CC)N(C(=O)N1C=NC=C1)CCOC1=C(C=C(C=C1Cl)Cl)Cl